(2S,4S)-4-[3-[3-(3-aminopropyl)-1-[(4-methoxyphenyl)methyl]-2-oxo-benzimidazol-4-yl]phenoxy]-1-tert-butoxycarbonyl-pyrrolidine-2-carboxylic acid NCCCN1C(N(C2=C1C(=CC=C2)C=2C=C(O[C@H]1C[C@H](N(C1)C(=O)OC(C)(C)C)C(=O)O)C=CC2)CC2=CC=C(C=C2)OC)=O